ClC1=CC2=C(C=C3N2C(=NN(C3=C=O)CC(=O)NS(=O)(=O)C)C(C)C)S1 2-(2-chloro-5-isopropyl-8-carbonylthieno[2',3':4,5]pyrrolo[1,2-d][1,2,4]triazin-7(8H)-yl)-N-(methylsulfonyl)acetamide